2-[4-[2-[(3R)-12-(2-hydroxyphenyl)-3-methyl-4,8,10,11-tetrazatricyclo[7.4.0.02,7]trideca-1(9),2(7),10,12-tetraen-4-yl]pyrimidin-5-yl]-1-piperidyl]spiro[3.3]heptane-6-carboxylic acid OC1=C(C=CC=C1)C=1N=NC=2NC=3CCN([C@@H](C3C2C1)C)C1=NC=C(C=N1)C1CCN(CC1)C1CC2(C1)CC(C2)C(=O)O